BrC1=C(C=NN1C)COC1CCN(CC1)C(=O)OC(C)(C)C tertbutyl 4-((5-bromo-1-methyl-1H-pyrazol-4-yl)methoxy)piperidine-1-carboxylate